CC=1C=CC2=C3C(C(C(=C2C1)OC(C1=CC=CC=C1)=O)=O)=C1C=CC=CC1=C(C3=O)OC(C3=CC=CC=C3)=O 2-methyl-5,11-dioxo-6,12-bis(benzoyloxy)naphthonaphthalene